FC(S(=O)(=O)[O-])(F)F.C(CCC)OC1=CC=C(C2=CC=CC=C12)[S+]1CCCC1 1-(4-n-butoxy-1-naphthyl)tetrahydrothiophenium trifluoromethanesulfonate